FC1=NC(=CC(=C1)C(=O)N1CC2=C(C[C@@H]1C)N(N=N2)C2=NC=CC=N2)C (S)-(2-fluoro-6-methylpyridin-4-yl)(6-methyl-1-(pyrimidin-2-yl)-1,4,6,7-tetrahydro-5H-[1,2,3]triazolo[4,5-c]pyridin-5-yl)methanone